C(C1=CC=CC=C1)OC=1C=C2CCC(C(C2=CC1)=O)=CC1CCC1 6-(Benzyloxy)-2-(cyclobutylmethylene)-3,4-dihydronaphthalen-1(2H)-one